OC=1C=CC2=CCC(C=C2C1)C 7-hydroxy-2-methyl-2,3-dihydronaphthalene